butyl phenyl bicyclo[1.1.1]pentane-1,3-diyldicarbamate C12(CC(C1)(C2)NC(OC2=CC=CC=C2)=O)NC(OCCCC)=O